N-(5-bromopyridin-2-yl)hexanamide BrC=1C=CC(=NC1)NC(CCCCC)=O